C(C(C)C)C1=CC=C(C=C1)C(C)Br 1-(4-isobutylphenyl)-1-bromoethane